ClC=1N=NC(=C(C1CCCNC1=NN(C=C1)C1OCC1)C)Cl N-[3-(3,6-dichloro-5-methylpyridazin-4-yl)propyl]-1-(oxetan-2-yl)-1H-pyrazol-3-amine